C(C)(C)(C)OC(=O)N1[C@H](CC2(C1)OCC=1C=NC=CC12)C (2's)-2'-methyl-spiro[3H-furo[3,4-c]pyridine-1,4'-pyrrolidine]-1'-carboxylic acid tert-butyl ester